Tri-n-propyl-silicon C(CC)[Si](CCC)CCC